tert-butyl 4-(6-bromo-4-oxothieno[3,2-d]pyrimidin-3(4H)-yl)piperidine-1-carboxylate BrC1=CC=2N=CN(C(C2S1)=O)C1CCN(CC1)C(=O)OC(C)(C)C